[2-({2-[(6-methoxy-2-methyl-1,2,3,4-tetrahydroisoquinolin-7-yl)amino]quinazolin-7-yl}-amino)pyrimidin-4-yl]methanol COC=1C=C2CCN(CC2=CC1NC1=NC2=CC(=CC=C2C=N1)NC1=NC=CC(=N1)CO)C